4-amino-N-((5R)-6,6-difluoro-2-(trifluoromethyl)-6,7-dihydro-5H-cyclopenta[b]pyridin-5-yl)-7-fluoro-N-methyl-1,3-dihydrofuro[3,4-c]quinoline-8-carboxamide NC1=NC=2C=C(C(=CC2C2=C1COC2)C(=O)N(C)[C@H]2C(CC1=NC(=CC=C12)C(F)(F)F)(F)F)F